(S)-2-(((TERT-BUTYLDIPHENYLSILYL)OXY)METHYL)BUT-3-EN-1-OL [Si](C1=CC=CC=C1)(C1=CC=CC=C1)(C(C)(C)C)OC[C@H](CO)C=C